5-hydrazinobenzoic acid benzyl ester C(C1=CC=CC=C1)OC(C1=CC=CC(=C1)NN)=O